C(C)(C)N1C(N(C=2N=NC=3C=CC(=CC3C21)C=2C=NC(=CC2)[C@H](C)OCCN2C[C@@H](CC2)OC)C)=O 1-isopropyl-8-(6-((S)-1-(2-((R)-3-methoxypyrrolidin-1-yl)ethoxy)ethyl)pyridin-3-yl)-3-methyl-1H-imidazo[4,5-c]cinnolin-2(3H)-one